(E)-3-[3-[[4-(7-Chloroquinolin-4-yl)piperazin-1-yl]methyl]-4-hydroxyphenyl]-1-(2,4-dimethoxyphenyl)prop-2-en-1-one ClC1=CC=C2C(=CC=NC2=C1)N1CCN(CC1)CC=1C=C(C=CC1O)/C=C/C(=O)C1=C(C=C(C=C1)OC)OC